3-(1-hydroxyethyl)-5-(piperazin-1-yl)-2,3-dihydro-1,4-benzodioxine OC(C)C1OC2=C(OC1)C=CC=C2N2CCNCC2